1-(8-azabicyclo[3.2.1]octan-3-yl)piperidin C12CC(CC(CC1)N2)N2CCCCC2